C(=O)O.C(C)(C)N1CC2=NC=C(C=C2C1)NC=1C(=NC(=C(N1)NC)C=1C2=C(C=NC1)N(C=N2)C)C(=O)N 3-[(6-Isopropyl-5,7-dihydropyrrolo[3,4-b]pyridin-3-yl)amino]-5-(methylamino)-6-(3-methylimidazo[4,5-c]pyridin-7-yl)pyrazine-2-carboxamide formate salt